C(=C)[Si](CCOC)(CCOC)CCOC vinyl-tris(2-methoxyethyl)silane